(2R)-1-(benzyloxy)-3-[4-(morpholin-4-yl) phenyl]-1-oxopropan-2-yl (2S)-2-[[(tert-butoxy) carbonyl] (methyl) amino]-4-fluoro-4-methylpentanoate C(C)(C)(C)OC(=O)N([C@H](C(=O)O[C@@H](C(=O)OCC1=CC=CC=C1)CC1=CC=C(C=C1)N1CCOCC1)CC(C)(C)F)C